FC1=C(C(=CC(=C1)OC)F)N1C(=NC(=C1)C(C(=O)OC)(C)C)NC(C1=CC=C(C=C1)OC(F)F)=O Methyl 2-(1-(2,6-difluoro-4-methoxyphenyl)-2-(4-(difluoromethoxy)benzamido)-1H-imidazol-4-yl)-2-methylpropanoate